C(CCC)OCCOCCOC1=CC=C(C(=O)O)C=C1 4-(2-(2-butoxyethoxy)ethoxy)benzoic acid